ClC1=NC=C(C=C1NS(=O)(=O)C)C=1C=C2C(=C(C=NC2=CC1)C#N)NC(C)C1=CC(=CC=C1)F N-(2-chloro-5-(3-cyano-4-((1-(3-fluorophenyl)ethyl)amino)quinolin-6-yl)pyridin-3-yl)methanesulfonamide